(cyclopropyloxy)-3-fluoro-2-[4-iodo-2-(tridecylmethyl)pyrazol-3-yl]-4-(tetrahydro-1H-pyrrol-1-yl)benzene-1-carbonitrile C1(CC1)OC=1C(=C(C(=C(C1)C#N)C=1N(N=CC1I)CCCCCCCCCCCCCC)F)N1CCCC1